C(C)N1C=2N(C3=CC=CC=C3C1=O)C(NN2)=S 4-ethyl-1-thioxo-2,4-dihydro-[1,2,4]triazolo[4,3-a]quinazolin-5(1H)-one